3-((3R,4R)-3-((7-((S)-2-(6-methoxynaphthalen-2-yl)propionyl)-7H-pyrrolo[2,3-d]pyrimidine-4-yl)(methyl)amino)-4-methylpiperidin-1-yl)-3-oxopropionitrile COC=1C=C2C=CC(=CC2=CC1)[C@@H](C(=O)N1C=CC2=C1N=CN=C2N([C@H]2CN(CC[C@H]2C)C(CC#N)=O)C)C